1-benzyl 4-(tert-butyl) (s)-2-(((methylsulfonyl)oxy)methyl)piperazine-1,4-dicarboxylate CS(=O)(=O)OC[C@H]1N(CCN(C1)C(=O)OC(C)(C)C)C(=O)OCC1=CC=CC=C1